(1R,3S)-3-[5-({[4-(methoxymethyl)-2-(methylsulfonyl)phenyl]acetyl} amino)-1H-pyrazol-3-yl]cyclopentylpropylcarbamate COCC1=CC(=C(C=C1)CC(=O)NC1=CC(=NN1)[C@@H]1C[C@H](CC1)CCCNC([O-])=O)S(=O)(=O)C